2-((2S,3S,4R)-5-chloro-6-fluoro-3-methyl-2-((methylamino)methyl)-2-phenyl-2,3-dihydrobenzofuran-4-yl)-3-fluoro-4-methoxybenzamide ClC=1C(=CC2=C([C@@H]([C@](O2)(C2=CC=CC=C2)CNC)C)C1C1=C(C(=O)N)C=CC(=C1F)OC)F